1-Iodo-4-(perfluorohexyl)benzene IC1=CC=C(C=C1)C(C(C(C(C(C(F)(F)F)(F)F)(F)F)(F)F)(F)F)(F)F